CC(=C)C(CC)C 2-methyl-3-methylpentene